N-(3-chloro-4-methoxyphenyl)-2-(N,5-dimethyl-2-oxoindoline-7-sulfonamido)acetamide ClC=1C=C(C=CC1OC)NC(CN(S(=O)(=O)C=1C=C(C=C2CC(NC12)=O)C)C)=O